8-(3-Ethoxy-3-oxo-propyl)-4-methyl-chromane-4-carboxylic acid C(C)OC(CCC=1C=CC=C2C(CCOC12)(C(=O)O)C)=O